5,6-dimethyl-3-[7-[1-[4-(trifluoromethoxy)benzoyl]-4-piperidyl]-3H-imidazo[4,5-b]pyridin-2-yl]-1H-pyridin-2-one CC=1C=C(C(NC1C)=O)C1=NC=2C(=NC=CC2C2CCN(CC2)C(C2=CC=C(C=C2)OC(F)(F)F)=O)N1